2-[[[(2-chloroethyl)nitrosoamino]carbonyl]amino]-2-deoxy-D-glucopyranose ClCCN(C(=O)N[C@H]1C(O)O[C@@H]([C@H]([C@@H]1O)O)CO)N=O